C(C1=CC=CC=C1)N1N=C2N=C(N(C(C2=C1C1=C(C(=CC=C1)Cl)Cl)=O)C)N1CCC(CC1)(C)NC(OC(C)(C)C)=O tert-butyl (1-(2-benzyl-3-(2,3-dichlorophenyl)-5-methyl-4-oxo-4,5-dihydro-2H-pyrazolo[3,4-d]pyrimidin-6-yl)-4-methylpiperidin-4-yl)carbamate